BrC=1C=C(CC=2SC3=C(N2)C(=CC=C3)NC(=O)C=3C=CC=C2C=CC(OC32)=O)C=CC1Cl N-(2-(3-bromo-4-chlorobenzyl)benzothiazol-4-yl)-2-oxo-2H-chromene-8-amide